O[C@H]1C(S[C@@H]([C@H]1O)CO)C=1C(NC(NC1)=O)=O 5-((3R,4S,5R)-3,4-dihydroxy-5-(hydroxymethyl)tetrahydrothiophen-2-yl)pyrimidine-2,4(1H,3H)dione